hydroxy-methylamine ONC